6-(difluoromethyl)-N-[2-(hydroxymethyl)-2-methyl-6-morpholino-3H-benzofuran-5-yl]pyrazolo[1,5-a]pyrimidine-3-carboxamide FC(C=1C=NC=2N(C1)N=CC2C(=O)NC=2C(=CC1=C(CC(O1)(C)CO)C2)N2CCOCC2)F